L-phenylalanyl-glycine tert-butyl ester C(C)(C)(C)OC(CNC([C@@H](N)CC1=CC=CC=C1)=O)=O